(2-(2-methyl-1,3-dioxolan-2-yl)ethyl)-2H-1,2,3-triazole-4-carboxylic acid methyl ester COC(=O)C1=NN(N=C1)CCC1(OCCO1)C